methyl 1-(2-hydroxy-2-methylpropyl)-1H-indazole-6-carboxylate OC(CN1N=CC2=CC=C(C=C12)C(=O)OC)(C)C